2,3,4,5-tetrafluoro-6-methoxy-benzenesulfonamide FC1=C(C(=C(C(=C1F)F)F)OC)S(=O)(=O)N